C1(CC1)OC1=NC=C(C=C1C=1C=NN2C1N=C(C(=C2)F)N2CCNCC2)OC 3-[2-(cyclopropoxy)-5-methoxy-3-pyridyl]-6-fluoro-5-piperazin-1-yl-pyrazolo[1,5-a]pyrimidine